3-(2-(4-(4-(3-(1-benzylpiperidin-4-yl)propionyl)phenyl)piperidin-1-yl)ethyl)-1H-indole-5-carbonitrile C(C1=CC=CC=C1)N1CCC(CC1)CCC(=O)C1=CC=C(C=C1)C1CCN(CC1)CCC1=CNC2=CC=C(C=C12)C#N